C(C1CO1)C=C(C(=O)O)C.C(C1CO1)C=C(C(=O)O)C glycidyl-methyl-acrylic acid (Glycidyl methacrylate)